[Cl-].C(C1=CC=CC=C1)NC(CC(=C)[N+](CCCCCCCC)(C)C)=O N-(4-(benzylamino)-4-oxobut-1-en-2-yl)-N,N-dimethyloctan-1-aminium chloride